7-[5-bromo-4-(2-methylcarbamoyl-phenylamino)-pyrimidin-2-ylamino]-2,2-dimethyl-1,2,3,4-tetrahydro-isoquinolinium iodide [I-].BrC=1C(=NC(=NC1)NC1=CC=C2CC[N+](CC2=C1)(C)C)NC1=C(C=CC=C1)C(NC)=O